(4-((5-chloro-4-(1-isopropyl-1H-pyrazol-4-yl)pyrimidin-2-yl)amino)-3-methoxyphenyl)(5-methylhexahydropyrrolo[3,4-c]pyrrol-2(1H)-yl)methanone ClC=1C(=NC(=NC1)NC1=C(C=C(C=C1)C(=O)N1CC2CN(CC2C1)C)OC)C=1C=NN(C1)C(C)C